BrC=1C(=C(C(=O)OC(C)(C)C)C(=C(C1OC(=O)C1(C(=CC(C=C1C)=O)OC)OOC(C)(C)C)C)C)OCOC tert-butyl 3-bromo-4-((1-(tert-butylperoxy)-2-methoxy-6-methyl-4-oxocyclohexa-2,5-diene-1-carbonyl)oxy)-2-(methoxymethoxy)-5,6-dimethylbenzoate